CC=1N(C(=CC1)C)C1=CC(=CC(=N1)CCC=1C=C(C=C(C1)F)C#C[C@@H]1N(CCC1)C(=O)OC(C)(C)C)C tert-butyl (R)-2-((3-(2-(6-(2,5-dimethyl-1H-pyrrol-1-yl)-4-methylpyridin-2-yl)ethyl)-5-fluorophenyl)ethynyl)pyrrolidine-1-carboxylate